N[C@H]1CC=CC[C@@H]1C1=C(C2=NC(=CC(=C2S1)NCC1=C(C=CC=C1)F)Cl)C 2-((1S,6S)-6-aminocyclohex-3-en-1-yl)-5-chloro-N-(2-fluorobenzyl)-3-methylthieno[3,2-b]pyridin-7-amine